CC(C)(C#CC(C)(OOC(C1=CC=CC=C1)=O)C)OOC(C1=CC=CC=C1)=O 2,5-dimethyl-2,5-di(benzoylperoxy)hexyn